C1(CC1)C=1N=NN(C1)[C@@H](C(=O)N1C(CC(C1)O)C(=O)NCC1NS(CC1)(=O)=O)C(C)(C)C 1-[(2R)-2-(4-cyclopropyl-triazol-1-yl)-3,3-dimethyl-butyryl]-N-[(1,1-dioxo-1,2-thiazolidin-3-yl)methyl]-4-hydroxy-pyrrolidine-2-carboxamide